N-(((2S,5R)-6-hydroxy-7-oxo-1,6-diazabicyclo[3.2.1]octan-2-yl)(imino)methyl)isonicotinamide ON1[C@@H]2CC[C@H](N(C1=O)C2)C(NC(C2=CC=NC=C2)=O)=N